3,5-bis[(methoxymethyl)oxy]-4-isopropyl-benzyl alcohol COCOC=1C=C(CO)C=C(C1C(C)C)OCOC